CC1(CC=C(CC1)C=1C=C2C=NNC2=CC1)C 5-(4,4-Dimethylcyclohex-1-en-1-yl)-1H-indazole